5-epoxycyclohexanecarboxylate C12C(CCC(C1)C(=O)[O-])O2